O1C(=CC=C1)C=1C=NC(=NC1)CN (5-(furan-2-yl)pyrimidin-2-yl)methanamine